tert-butyl ((1S,3R)-3-((3-(3-((6-cyanopyridin-3-yl)amino)-1H-pyrazol-5-yl)-6-cyclopropyl-2-methoxypyridin-4-yl)oxy)cyclopentyl)carbamate C(#N)C1=CC=C(C=N1)NC1=NNC(=C1)C=1C(=NC(=CC1O[C@H]1C[C@H](CC1)NC(OC(C)(C)C)=O)C1CC1)OC